n-butyl trisulfide C(CCC)SSSCCCC